N-(1-acetylpiperidin-4-yl)-2-oxo-2,3-dihydro-1H-benzo[d]imidazole-5-carboxamide C(C)(=O)N1CCC(CC1)NC(=O)C1=CC2=C(NC(N2)=O)C=C1